(2R)-N-[4-(4-Amino-7-methylpyrrolo[2,3-d]pyrimidin-5-yl)-3-methylphenyl]-2-(3-fluorophenyl)-2-hydroxyacetamid NC=1C2=C(N=CN1)N(C=C2C2=C(C=C(C=C2)NC([C@H](O)C2=CC(=CC=C2)F)=O)C)C